CC=1C=C(C(=O)C=2C=C(NC2)C(=O)[O-])C=CC1 4-(3-methylbenzoyl)-1H-pyrrole-2-carboxylate